(6-Bromopyridin-3-yl)-5-(2,3-dihydro-1H-inden-4-yl)-6-methoxy-1-(4-methoxybenzyl)-1H-pyrazolo[4,3-b]pyridine BrC1=CC=C(C=N1)C1=NN(C=2C1=NC(=C(C2)OC)C2=C1CCCC1=CC=C2)CC2=CC=C(C=C2)OC